acetyl-isobutanoyl peroxide C(C)(=O)OOC(C(C)C)=O